(1R,2R)-1,2-bis(3-trifluoromethylphenyl)ethylenediamine FC(C=1C=C(C=CC1)[C@H]([C@H](N)C1=CC(=CC=C1)C(F)(F)F)N)(F)F